2-(2-isopropylphenyl)-4,4,5,5-tetramethyl-1,3,2-dioxaborolane C(C)(C)C1=C(C=CC=C1)B1OC(C(O1)(C)C)(C)C